5-(2-(1-(4-(3-(4-chloro-3-cyclopropyl-1H-pyrrolo[2,3-b]pyridin-5-yl)phenyl)-3-oxopiperazine-1-carbonyl)azetidin-3-yl)ethoxy)-2-(2,6-dioxopiperidin-3-yl)isoindoline-1,3-dione ClC1=C2C(=NC=C1C=1C=C(C=CC1)N1C(CN(CC1)C(=O)N1CC(C1)CCOC=1C=C3C(N(C(C3=CC1)=O)C1C(NC(CC1)=O)=O)=O)=O)NC=C2C2CC2